C(C)(C)(C)OC(=O)N1CCC(CC1)C=1OC2=C(C1)C=CC(=C2)C(CC(=O)OC)C2CC2 4-[6-(1-cyclopropyl-2-methoxycarbonyl-ethyl)-benzofuran-2-yl]-piperidine-1-carboxylic acid tert-butyl ester